3,5-diethylisoxazole-4-carboxylic acid C(C)C1=NOC(=C1C(=O)O)CC